N-(3-Chloro-4-fluorophenyl)-4-(5-(1-ethyl-3-(trifluoromethyl)-1H-pyrazol-4-yl)-5-hydroxyoctahydropentalen-2-yl)-1-methyl-1H-imidazole-5-carboxamide ClC=1C=C(C=CC1F)NC(=O)C1=C(N=CN1C)C1CC2CC(CC2C1)(O)C=1C(=NN(C1)CC)C(F)(F)F